C(C)(C)(C)OC(=O)C1C=CC2=CC(=CC=C12)Br 5-bromo-1H-indene-1-carboxylic acid tert-butyl ester